2-(3-fluoro-1-isopropyl-1H-indazol-7-yl)-2-(3-((5-(5,6,7,8-tetrahydro-1,8-naphthyridin-2-yl)pentyl)oxy)azetidin-1-yl)acetic acid FC1=NN(C2=C(C=CC=C12)C(C(=O)O)N1CC(C1)OCCCCCC1=NC=2NCCCC2C=C1)C(C)C